CC=1N=CSC1C=CC=O 3-(4-methylthiazol-5-yl)prop-2-en-1-one